C(C)(C)(C)C1=C(C=C(C=C1F)O)F 4-tertiary butyl-3,5-difluorophenol